COCC1(CCCC1)C=O 1-(methoxymethyl)cyclopentane-1-carbaldehyde